C(C)(C)(C)S(=O)(=O)NC(C1=CC=C(C=C1)N1CCN(CC1)C(C1=CC(=CC(=C1)C(F)(F)F)C#CC=1C=NC=C(C1)O)=O)=O N-tert-Butylsulfonyl-4-[4-[3-[2-(5-hydroxypyridin-3-yl)ethynyl]-5-(trifluoromethyl)benzoyl]piperazin-1-yl]benzamide